FC(C=1C(=C2N(N1)CCN2C2=CC(=CC=C2)C(F)(F)F)C(=O)N[C@@H](C)C2=CC=C(C(=O)OC)C=C2)(F)F Methyl (S)-4-(1-(6-(trifluoromethyl)-1-(3-(trifluoromethyl)phenyl)-2,3-dihydro-1H-imidazo[1,2-b]pyrazole-7-carboxamido)ethyl)benzoate